4-(difluoromethoxy)-2-methoxyaniline FC(OC1=CC(=C(N)C=C1)OC)F